FC1(CC=C(CC1)C1=NC=CC(=C1[N+](=O)[O-])C1=NN(C=C1)C1OCCCC1)F 2-(4,4-difluorocyclohex-1-en-1-yl)-3-nitro-4-(1-(tetrahydro-2H-pyran-2-yl)-1H-pyrazol-3-yl)pyridine